C(CCCCCC(=O)OC(CCCCCCCCC)C)(=O)OCC(COC(CCC(CCCCCC)OC(NCCN1CCCC1)=O)=O)(COC(CCCCCC(OC(CCCCCCCCC)C)=O)=O)COC(CCCCCC(=O)OC(CCCCCCCCC)C)=O O1-[2,2-bis[[7-(1-methyldecoxy)-7-oxo-heptanoyl]oxymethyl]-3-[4-(2-pyrrolidin-1-ylethylcarbamoyloxy)decanoyloxy]propyl] O7-(1-methyldecyl) heptanedioate